1,3-bis(3-trifluoromethyl-4-aminophenoxy)benzene tert-butyl-(2-((7-bromo-6-chloro-8-fluoroquinazolin-4-yl)amino)ethyl)carbamate C(C)(C)(C)N(C(O)=O)CCNC1=NC=NC2=C(C(=C(C=C12)Cl)Br)F.FC(C=1C=C(OC2=CC(=CC=C2)OC2=CC(=C(C=C2)N)C(F)(F)F)C=CC1N)(F)F